5-((2-chloropyridin-4-yl)oxy)-2-cyclopropyl-4-(6-methylpyridin-2-yl)thiazole ClC1=NC=CC(=C1)OC1=C(N=C(S1)C1CC1)C1=NC(=CC=C1)C